tert-butyl 2-(1,3-dihydroxy-2-methylpropan-2-yl)-4,6,7,8-tetrahydropyrazolo[4,3-c]azepine-5(2H)-carboxylate OCC(CO)(C)N1N=C2C(CN(CCC2)C(=O)OC(C)(C)C)=C1